p-tolyl-n-butylaluminum hydride C1(=CC=C(C=C1)[AlH]CCCC)C